Cl.N1N=CC(=C1)C=1C=C(C=NC1)O 5-(1H-pyrazol-4-yl)pyridin-3-ol hydrochloride